C(CCCCC(C)C)P(=O)(CCCCCC(C)C)C(P(=O)(CCCCCC(C)C)CCCCCC(C)C)C(C(=O)O)O di(diisooctylphosphoryl)methyl-glycolic acid